3-chloro-7,7-difluoro-6,8-dihydro-4H-pyrazolo[1,5-a][1,4]diazepine-2-carboxylate ClC=1C(=NN2C1CNCC(C2)(F)F)C(=O)[O-]